6-pentyl-1,4-diazaspiro[4.4]nonan-2-one C(CCCC)C1C2(NCC(N2)=O)CCC1